5-(2-methylaminosulfonylethyl)indole CNS(=O)(=O)CCC=1C=C2C=CNC2=CC1